7-chloro-5-(hydroxymethyl)-2-(4-methoxybenzyl)isoindolin-1-one ClC=1C=C(C=C2CN(C(C12)=O)CC1=CC=C(C=C1)OC)CO